C(C)(C)(C)OC(=O)N1CC(N(CC1)C(NC=1SC(=C(N1)C1=CC(=CC=C1)C#N)C=1C=C2C(=NC=NC2=CC1)C)=O)CC1CC1 4-[[4-(3-cyanophenyl)-5-(4-methylquinazolin-6-yl)thiazol-2-yl]carbamoyl]-3-(cyclopropylmethyl)piperazine-1-carboxylic acid tert-butyl ester